(S)-N-(3-(tert-butyl)-1H-pyrazol-5-yl)-2-(1-(3-chlorophenyl)-1H-pyrazol-3-yl)propanamide C(C)(C)(C)C1=NNC(=C1)NC([C@@H](C)C1=NN(C=C1)C1=CC(=CC=C1)Cl)=O